OCC1=C(C=C(CC(C(=O)O)CCCC(=O)NN)C=C1)[N+](=O)[O-] 4-(hydroxymethyl)-3-nitrobenzyl-6-hydrazino-6-oxohexanoic acid